1-(1-oxo-5-(4,4,5,5-tetramethyl-1,3,2-dioxaborolan-2-yl)isoindolin-2-yl)-3-azabicyclo[3.1.1]heptane-2,4-dione O=C1N(CC2=CC(=CC=C12)B1OC(C(O1)(C)C)(C)C)C12C(NC(C(C1)C2)=O)=O